C(=C\CCC)/C1=NC=CC=C1 (E)-2-(pent-1-en-1-yl)pyridine